1-{3-[6-(trifluoromethyl)pyrazolo[1,5-a]pyridin-2-yl]azetidin-1-yl}prop-2-en-1-one FC(C=1C=CC=2N(C1)N=C(C2)C2CN(C2)C(C=C)=O)(F)F